methyl 4-methoxy-2-(2-methyl-4-(trifluoromethyl)phenyl)quinoline-7-carboxylate COC1=CC(=NC2=CC(=CC=C12)C(=O)OC)C1=C(C=C(C=C1)C(F)(F)F)C